tert-butyl-peroxyformic acid-2-ethylhexyl ester C(C)C(COOC(=O)C(C)(C)C)CCCC